perfluoro-pentene FC(=C(C(C(C(F)(F)F)(F)F)(F)F)F)F